6-((2-methoxypropan-2-yl)oxy)-5'-methyl-4-pentyl-2'-(prop-1-en-2-yl)-[1,1'-biphenyl]-2-ol COC(C)(C)OC=1C=C(C=C(C1C1=C(C=CC(=C1)C)C(=C)C)O)CCCCC